FC1=CC(=C(C=C1)C1=NOC(=N1)[C@@H]1CC12CCN(CC2)S(=O)(=O)N)C(F)(F)F (1R)-1-{3-[4-fluoro-2-(trifluoromethyl)phenyl]-1,2,4-oxadiazol-5-yl}-6-azaspiro[2.5]octane-6-sulfonamide